FC=1C(=CC2=C(N=C(O2)C)C1)C(=O)OC methyl 5-fluoro-2-methylbenzo[d]oxazole-6-carboxylate